FC1(CNC1)COC=1C=C(C#N)C=C(C1)C=1SC(=CN1)C 3-[(3-Fluoroazetidin-3-yl)methoxy]-5-(5-methyl-1,3-thiazol-2-yl)benzonitrile